tert-butyl 6-((3-(2,6-dichlorophenyl)-4-oxo-3,4-dihydro-2H-pyrimido[5,4-e][1,3]oxazin-7-yl)amino)-3,4-dihydroisoquinoline-2(1H)-carboxylate ClC1=C(C(=CC=C1)Cl)N1COC2=C(C1=O)C=NC(=N2)NC=2C=C1CCN(CC1=CC2)C(=O)OC(C)(C)C